4-[5-[2-cyclopropyl-6-(tetrahydropyran-4-ylmethoxy)pyridine-4-carbonyl]-1,3,4,6-tetrahydropyrrolo[3,4-c]pyrrole-2-carbonyl]-2,3-difluorobenzenesulfonamide C1(CC1)C1=NC(=CC(=C1)C(=O)N1CC2=C(C1)CN(C2)C(=O)C2=C(C(=C(C=C2)S(=O)(=O)N)F)F)OCC2CCOCC2